FC1=C(C=CC(=N1)OC=1C=CC(=C(C1)NC(=O)[C@H]1N(C(CC1)=O)C)OC)C(F)(F)F (S)-N-(5-((6-fluoro-5-(trifluoromethyl)pyridin-2-yl)oxy)-2-methoxyphenyl)-1-methyl-5-oxopyrrolidine-2-carboxamide